2,6-Dimethoxy-3-(5-ethylthio-tetrazol-2-yl)-pyrazine COC1=NC(=CN=C1N1N=C(N=N1)SCC)OC